3-(2-isocyanato-2-propyl)-α-methyl-styrene N(=C=O)C(C)(C)C=1C=C(C(=C)C)C=CC1